Cl.FC1=C(C=CC=C1)C=1N(C=C(C1)CNC)S(=O)(=O)C=1C=C(C=CC1)NC(=O)C1N(CCC1)C N-(3-((2-(2-fluorophenyl)-4-((methylamino)methyl)-1H-pyrrol-1-yl)sulfonyl)phenyl)-1-methylpyrrolidine-2-carboxamide hydrochloride